4,4-difluorocyclohex-1-eneboronic acid pinacol ester FC1(CC=C(CC1)B1OC(C)(C)C(C)(C)O1)F